[Cl-].[Cl-].C1(=CC=CC=C1)C(=[Hf+2](C1=C(C=CC=2C3=CC=C(C=C3CC12)C(C)(C)C)C(C)(C)C)C1C=CC=C1)C=1SC(=CC1)CCCC (phenyl)(5-n-butyl-2-thienyl)methylene(cyclopentadienyl)(2,7-di-tert-butylfluorenyl)hafnium dichloride